C(C1=CC=CC=C1)N(C[C@H](O)C1=CC(=CC=C1)F)CC1CCC(CC1)OCC1=CC=CC=C1 (R)-2-(benzyl(((1s,4S)-4-(benzyloxy)cyclohexyl)methyl)amino)-1-(3-fluorophenyl)ethan-1-ol